3-{[(9H-fluoren-9-ylmethoxy)carbonyl]amino}-4-(methylamino)benzoic acid C1=CC=CC=2C3=CC=CC=C3C(C12)COC(=O)NC=1C=C(C(=O)O)C=CC1NC